COC(CN)=O glycine-methyl ester